[C@H]12CC(C[C@@H]2C1)[C@@H](C(=O)NC1=NC=CC(=C1)[C@@H](COC)N1C(N[C@@H](C1)C(F)(F)F)=O)NC(OC(C)(C)C)=O tert-butyl ((S)-1-((1R,3s,5S)-bicyclo[3.1.0]hexan-3-yl)-2-((4-((S)-2-methoxy-1-((S)-2-oxo-4-(trifluoromethyl)imidazolidin-1-yl)ethyl)pyridin-2-yl)amino)-2-oxoethyl)carbamate